C1(CCCC1)C(=O)NC1CCN(CC1)C(=O)OC(C)(C)C tert-Butyl 4-(cyclopentanecarboxamido)piperidine-1-carboxylate